CC1=C(C=C(C=C1)[C@H]1CC(=NO1)N1N=CN=C1)OC1=CC(=CC=C1)C(F)(F)F (5R)-5-[4-methyl-3-[3-(trifluoromethyl)phenoxy]phenyl]-3-(1,2,4-triazol-1-yl)-4,5-dihydroisoxazole